BrC=1C=C(C=CC1)C=1N(C(C(=C(N1)C(=O)OC)O)=O)C methyl 2-(3-bromophenyl)-5-hydroxy-1-methyl-6-oxo-1,6-dihydropyrimidine-4-carboxylate